C(C)(C)(C)C1=NOC(=N1)CN1CC2(CN(C2)C(=O)N2CC3(C2)CC(C3)C3=NN=C(N3)C3CC3)C1 [6-[(3-tert-butyl-1,2,4-oxadiazol-5-yl)methyl]-2,6-diazaspiro[3.3]heptan-2-yl]-[6-(5-cyclopropyl-4H-1,2,4-triazol-3-yl)-2-azaspiro[3.3]heptan-2-yl]methanone